C(C)(C)C1=CC=C(C=C1)NC1=CC=CC2=C1OC1=C2C=CC=C1 N-(4-isopropylphenyl)dibenzofuran-4-amine